3-(5-((4-(furan-2-yl)piperidin-1-yl)methyl)-1-oxoisoindolin-2-yl)piperidine-2,6-dione O1C(=CC=C1)C1CCN(CC1)CC=1C=C2CN(C(C2=CC1)=O)C1C(NC(CC1)=O)=O